C(C(C)C)C1=CC=C(C=C1)C(C(=O)OC1=CC=C2C=CN=CC2=C1)C isoquinolin-7-yl 2-(4-isobutylphenyl)propanoate